C(C=CC1=CC=CC=C1)C1=C(C(N(C1C1=CC=C(C=C1)Br)C1=C(C=CC=C1)C)=O)O 4-cinnamyl-3-hydroxy-5-(4-bromophenyl)-1-(2-methylphenyl)-1H-pyrrol-2(5H)-one